C(OCC1=CC=C(C=C1)B1OC(C(O1)(C)C)(C)C)(=O)Cl 4-(4,4,5,5-tetramethyl-1,3,2-dioxaborolan-2-yl)benzyl carbonochloridate